1,2,3,4-tetrahydropyrimidine-5-carboxylic acid propan-2-yl ester CC(C)OC(=O)C=1CNCNC1